racemic-1-benzyl-3-pyrrolidinecarboxylic acid methyl ester COC(=O)[C@H]1CN(CC1)CC1=CC=CC=C1 |r|